(2S)-4-[3-fluoro-5-isobutyl-2-(2H-tetrazol-5-yl)phenyl]-2-methyl-1-[(4-methyl-2-pyridyl)methyl]piperazine FC=1C(=C(C=C(C1)CC(C)C)N1C[C@@H](N(CC1)CC1=NC=CC(=C1)C)C)C=1N=NNN1